(S)-3-(((2-bromo-5-(methoxycarbonyl)benzyl)oxy)methyl)piperazine-1-carboxylic acid benzyl ester C(C1=CC=CC=C1)OC(=O)N1C[C@H](NCC1)COCC1=C(C=CC(=C1)C(=O)OC)Br